N(=[N+]=[N-])C1=C(C(=NC=C1)Cl)[N+](=O)[O-] 4-azido-2-chloro-3-nitropyridine